C(#N)C1=CC(=C(C=C1)C1=CC(=NC(=C1)C1CC1)N1C(C2=C3C(C(=CC=C13)C#N)=CC(=C2)CN2C[C@H](CCC2)C)=O)C2=NN=CN2C (S)-1-(4-(4-cyano-2-(4-methyl-4H-1,2,4-triazol-3-yl)phenyl)-6-cyclopropylpyridin-2-yl)-4-((3-methylpiperidin-1-yl)methyl)-2-oxo-1,2-dihydrobenzo[cd]indole-6-carbonitrile